[Co+3].[K+].C/C(=C(/C(=O)N)\C)/C(=O)N dimethyl-maleamide potassium cobalt (III)